C(C1=CC=CC=C1)OC=1C=C(NC=C2C(OC(OC2=O)(C)C)=O)C=CC1 5-[(3-benzyloxyanilino)methylene]-2,2-dimethyl-1,3-dioxane-4,6-dione